BrC1=CC=C(C=C1)S(=O)(=O)N1CCC(CC1)NC1=CC=C(C=C1)SC(F)(F)F 1-(4-bromobenzenesulfonyl)-N-{4-[(trifluoromethyl)sulfanyl]phenyl}piperidin-4-amine